1-(6Z,9Z,12Z-octadecatrienoyl)-2-pentadecanoyl-glycero-3-phosphocholine CCCCCCCCCCCCCCC(=O)O[C@H](COC(=O)CCCC/C=C\C/C=C\C/C=C\CCCCC)COP(=O)([O-])OCC[N+](C)(C)C